Zinc(II) nitrate [N+](=O)([O-])[O-].[Zn+2].[N+](=O)([O-])[O-]